4-(hydroxyamino)-1,4-dimethyl-3-(prop-2-yl)-4,5-dihydro-1H-pyrazol-5-one ONC1(C(=NN(C1=O)C)C(C)C)C